N-(2-(2-Methyl-1H-indol-3-yl)ethyl)-6-(piperidin-1-yl)nicotinamide CC=1NC2=CC=CC=C2C1CCNC(C1=CN=C(C=C1)N1CCCCC1)=O